[Al+3].C(C)CC(CC(=O)OCC(CC(C(F)(F)F)=O)=O)=O.C(C)CC(CC(=O)OCC(CC(C(F)(F)F)=O)=O)=O.C(C)CC(CC(=O)OCC(CC(C(F)(F)F)=O)=O)=O.[Al+3] aluminum tris(trifluoro-2,4-pentanedionyl) tris(ethylacetoacetate) aluminum (III)